C(C)(=O)OC(C#CC1=CC=C(S1)C=1SC=CC1)COC(C)=O 5-(3,4-diacetoxy-but-1-ynyl)-2,2'-bithiophene